FC=1C=C2C(C(=CN(C2=NC1N1CC(C1)C(NCC1=NC=CC=C1F)=O)C=1SC=CN1)C(=O)O)=O 6-fluoro-7-(3-{[(3-fluoropyridin-2-yl)methyl]carbamoyl}azetidin-1-yl)-4-oxo-1-(1,3-thiazol-2-yl)-1,4-dihydro-1,8-naphthyridine-3-carboxylic acid